tert-butyl 4-fluoro-4-(4-piperidylmethyl)piperidine-1-carboxylate FC1(CCN(CC1)C(=O)OC(C)(C)C)CC1CCNCC1